2-(2-(dimethylamino)ethyl)-6-methoxy-N2-methyl-N5-(4-(1-methylindolin-3-yl)pyrimidin-2-yl)-3-nitropyridine-2,5-diamine CN(CCC1(NC(=C(C=C1[N+](=O)[O-])NC1=NC=CC(=N1)C1CN(C2=CC=CC=C12)C)OC)NC)C